(7S)-2-((1-Benzylazetidin-3-yl)amino)-4,7,8-trimethyl-7,8-dihydropteridin-6(5H)-one C(C1=CC=CC=C1)N1CC(C1)NC1=NC=2N([C@H](C(NC2C(=N1)C)=O)C)C